methyl 2-(4-bromo-1-methyl-1H-pyrazol-3-yl)propanoate BrC=1C(=NN(C1)C)C(C(=O)OC)C